C(C1=CC=CC=C1)OCCCC(=O)N[C@@H](CC1=CC(=CC=C1)OC(F)(F)F)C(=O)OCC ethyl N-[4-(benzyloxy)butanoyl]-3-(trifluoromethoxy)phenylalaninate